4-(5-(3-cyano-6-(1-(difluoromethyl)-1H-pyrazol-4-yl)pyrazolo[1,5-a]pyridin-4-yl)pyridin-2-yl)piperazine-1-carboxylic acid tert-butyl ester C(C)(C)(C)OC(=O)N1CCN(CC1)C1=NC=C(C=C1)C=1C=2N(C=C(C1)C=1C=NN(C1)C(F)F)N=CC2C#N